C(C)OC(C(CC(C)(C)F)NC([C@@H](CC1=CC=CC=C1)NC(=O)OC(C)(C)C)=O)=O 2-[[(2R)-2-(tert-butoxycarbonylamino)-3-phenyl-propionyl]amino]-4-fluoro-4-methyl-pentanoic acid ethyl ester